CN1C2CN(CC1C2)C2=NC1=C(N2C(=O)NCCCC2=CC=CC=C2)C=CC=C1 (6-Methyl-3,6-diazabicyclo[3.1.1]heptan-3-yl)-N-(3-phenylpropyl)-1H-benzo[d]imidazole-1-carboxamide